4-(naphthalen-2-yl)phenylboric acid C1=C(C=CC2=CC=CC=C12)C1=CC=C(C=C1)OB(O)O